2-(2-[(3-cyano-2-pyridyl)sulfanyl]ethyl)propanedinitrile C(#N)C=1C(=NC=CC1)SCCC(C#N)C#N